FC(S(=O)(=O)[O-])(F)F.C(C)(C)(C)C=1C=CC2=CC(=[N+]3C(=C2C1)C=CC=C3C3=CC=C(C=C3)OC)C3=CC=CC=C3 10-(tert-butyl)-4-(4-methoxyphenyl)-6-phenylpyrido[2,1-a]isoquinolin-5-ium trifluoromethanesulfonate